acetylenylphenylphenylalanine C(#C)N([C@@H](CC1=CC=CC=C1)C(=O)O)C1=CC=CC=C1